C1(CC1)C=1N=C(C(=NC1C=1C2=C(C=NC1)N(C=N2)C)C(=O)N)NC2=CC=C(C=C2)OC2CCN(CC2)C 5-Cyclopropyl-6-(3-methylimidazo[4,5-c]pyridin-7-yl)-3-[4-[(1-methyl-4-piperidyl)oxy]anilino]pyrazine-2-carboxamide